CC(C)(C(C)(C1=CC=C(C=C1)C(C)(C)C)C)C1=CC=C(C=C1)C(C)(C)C 2,3-dimethyl-2,3-di-(p-tert-butylphenyl)butane